C1CC12CCN(CC2)C2=C(C(=O)O)C=CC=C2 2-(6-azaspiro[2.5]octan-6-yl)benzoic acid